(Z)-ethyl (3-(2-ethylphenyl)thiazol-2(3H)-ylidene)carbamate C(C)C1=C(C=CC=C1)N1/C(/SC=C1)=N/C(OCC)=O